C1(C=CC(CCCC)O1)=O 2-Octen-4-olide